C(C)(C)(C)C1=NC(=NO1)C(=O)NCC1=C(C=C(C=C1)C1=NC=NN2C1=CC(=C2)C=2C=NN(C2)C2COC2)C 5-(tert-butyl)-N-(2-methyl-4-(6-(1-(oxetan-3-yl)-1H-pyrazol-4-yl)pyrrolo[2,1-f][1,2,4]triazin-4-yl)benzyl)-1,2,4-oxadiazole-3-carboxamide